ClC=1C(=C(C(=C(CN2CC(CC2)C(=O)O)C1)OC)F)C(=O)N1CCC2=C(C=CC=C12)C1=C(C(=CC=C1)NC(=O)C=1N(C2=C(CN(CC2)C)N1)C)Cl 1-(5-chloro-4-(4-(2-chloro-3-(1,5-dimethyl-4,5,6,7-tetrahydro-1H-imidazo[4,5-c]pyridine-2-carboxamido)phenyl)indoline-1-carbonyl)-3-fluoro-2-methoxybenzyl)pyrrolidine-3-carboxylic acid